4,4-bis(((Z)-oct-5-en-1-yl)oxy)butanoic acid hexyl ester C(CCCCC)OC(CCC(OCCCC\C=C/CC)OCCCC\C=C/CC)=O